(1s,4s)-2'-bromo-5'-chloro-4-(3-chloroanilino)spiro[cyclohexane-1,1'-indene]-4-carboxylic acid methyl ester COC(=O)C1(CCC2(C(=CC3=CC(=CC=C23)Cl)Br)CC1)NC1=CC(=CC=C1)Cl